C(#N)C[C@H](C1CCCC1)N1N=CC(=C1)C=1C2=C(N=CN1)N(C=C2)C(=O)OC(C)C isopropyl (R)-4-(1-(2-cyano-1-cyclopentylethyl)-1H-pyrazol-4-yl)-7H-pyrrolo[2,3-d]pyrimidine-7-carboxylate